3-(3-(3-fluoro-5-(6-isopropylimidazo[1,2-a]pyridine-3-carboxamido)-4-methylphenyl)-1,2,4-oxadiazol-5-yl)azetidine-1-carboxylic acid methyl ester COC(=O)N1CC(C1)C1=NC(=NO1)C1=CC(=C(C(=C1)NC(=O)C1=CN=C2N1C=C(C=C2)C(C)C)C)F